N-((S)-8,9-Difluoro-6-oxo-1,4,5,6-tetrahydro-2H-pyrano[3,4-c]isoquinolin-1-yl)-(2S)-hydroxy-N-methyl-3-phenylpropanamide FC=1C(=CC=2C3=C(NC(C2C1)=O)COC[C@H]3N(C([C@H](CC3=CC=CC=C3)O)=O)C)F